S(=O)(=O)(O)[Te]S(=O)(=O)O.[Zn].[Cd] cadmium zinc sulfotelluride